bisphenylacetyl disulfide C1(=CC=CC=C1)C(C(=O)SSC(C(C1=CC=CC=C1)C1=CC=CC=C1)=O)C1=CC=CC=C1